ClC1=C2C(=C(N=C1Cl)C1=CC(=NC=C1)OC)C=1CN(CCC1N2)C(CO)=O 1-(6,7-dichloro-9-(2-methoxypyridin-4-yl)-1,3,4,5-tetrahydro-2H-pyrrolo[3,2-c:4,5-c']dipyridin-2-yl)-2-hydroxyethan-1-one